lithium copper compound with lithium [Li].[Cu].[Li]